Cl.NCC(=O)NCC1=CC=C(CNC(=O)[C@H]2[C@@H](CC[C@H](C2)C)C(C)C)C=C1 (1R,2S,5R)-N-(4-((2-aminoacetamido)methyl)benzyl)-2-isopropyl-5-methylcyclohexanecarboxamide hydrochloride